C(C)(C)(C)OC(C1=C(C=CC=C1)NC(C)C=1C=C(C=C2C(C=C(OC12)C1=CC2=CN(N=C2C=C1)CC(C)(C)O)=O)C)=O 2-[1-[2-[2-(2-hydroxy-2-methyl-propyl)indazol-5-yl]-6-methyl-4-oxo-chromen-8-yl]ethylamino]benzoic acid tert-butyl ester